N-Fmoc-L-proline C(=O)(OCC1C2=CC=CC=C2C2=CC=CC=C12)N1[C@@H](CCC1)C(=O)O